1-(hexahydropyridin-4-ylmethyl)-2-(2-Methoxyethyl)thiophene N1CCC(CC1)CS1C(=CC=C1)CCOC